(R)-4-(7-(4-bromo-3-(trifluoromethyl)benzoyl)-2-(5-cyano-3-methyl-1H-pyrazol-1-yl)-6-methyl-4-oxo-5,6,7,8-tetrahydropyrido[3,4-d]pyrimidin-3(4H)-yl)-N-methylbenzamide BrC1=C(C=C(C(=O)N2CC=3N=C(N(C(C3C[C@H]2C)=O)C2=CC=C(C(=O)NC)C=C2)N2N=C(C=C2C#N)C)C=C1)C(F)(F)F